Cl.Cl.NCC(=O)NC1=CC(=CC=C1)S(NC(CC1=CC(=CC=C1)C(N)=N)C=1SC2=C(N1)C=CC=C2)(=O)=O 2-amino-N-[3-[[1-(1,3-benzothiazol-2-yl)-2-(3-carbamimidoylphenyl)ethyl]sulfamoyl]phenyl]acetamide dihydrochloride